bis(2,4-pentanedione) nickel (II) [Ni+2].CC(CC(C)=O)=O.CC(CC(C)=O)=O